N-methyl-N-(7-morpholino-5-(((1s,4s)-4-(pyrimidin-2-ylamino)cyclohexyl)oxy)-1,6-naphthyridin-3-yl)methanesulfonamide CN(S(=O)(=O)C)C=1C=NC2=CC(=NC(=C2C1)OC1CCC(CC1)NC1=NC=CC=N1)N1CCOCC1